CC(C)(C)S(=O)N[C@@H]1C[C@@H](CC12CCNCC2)C 2-methyl-N-((1R,3R)-3-methyl-8-azaspiro[4.5]decan-1-yl)propane-2-sulfinamide